ClC1=NC=C(C(=C1)C1=C(C=NC(=C1)C)C(=O)NC1=NN=C(S1)OCC1C2CN(C(C1)C2)C(=O)OC(C)(C)C)OC tert-butyl 5-(((5-(2'-chloro-5'-methoxy-6-methyl-[4,4'-bipyridine]-3-carboxamido)-1,3,4-thiadiazol-2-yl)oxy)methyl)-2-azabicyclo[2.2.1]heptane-2-carboxylate